3-Ethyl-6-methoxy-8-methyl-1,2,3,4,4a,9b-hexahydro-1,4-methanodibenzo[b,d]furan C(C)C1CC2C3C(OC4=C3C=C(C=C4OC)C)C1C2